mono(ethylacetoacetate) Titanium [Ti+].C(C)CC(CC(=O)[O-])=O